BrC1=CC=CC=2N(C(NC21)=O)C2CCC(CC2)C(=O)O 4-(4-bromo-2-oxo-2,3-dihydro-1H-1,3-benzodiazol-1-yl)cyclohexane-1-carboxylic acid